((4-(2-(4-chloro-2-fluorophenyl)-2-methylbenzo[d][1,3]dioxol-4-yl)piperidin-1-yl)methyl)-3-methoxy-5-(1H-tetrazol-5-yl)pyridine ClC1=CC(=C(C=C1)C1(OC2=C(O1)C=CC=C2C2CCN(CC2)CC2=NC=C(C=C2OC)C2=NN=NN2)C)F